6-(2-methyl-5-nitrophenyl)-2-(methylsulfonyl)pyrido[3,4-d]pyrimidin-8(7H)-one CC1=C(C=C(C=C1)[N+](=O)[O-])C1=CC2=C(N=C(N=C2)S(=O)(=O)C)C(N1)=O